(2S)-2-[4,5-dichloro-2-(4-ethoxy-4,5-dihydroisoxazol-3-yl)phenoxy]propionic acid tert-butyl ester C(C)(C)(C)OC([C@H](C)OC1=C(C=C(C(=C1)Cl)Cl)C1=NOCC1OCC)=O